2,5-Dichloro-4-(2-nitrophenoxy)pyrimidine ClC1=NC=C(C(=N1)OC1=C(C=CC=C1)[N+](=O)[O-])Cl